C(C)(C)(C)C1=CC2=CC=C3C=C(C=C4C=CC(=C1)C2=C43)C(C)(C)C 2,7-Di-tert-butylpyrene